N-(4-acetylpiperazin-1-yl)-4-amino-1-methyl-N-[[5-(trifluoromethyl)-2-pyridyl]methyl]pyrazolo[4,3-c]quinoline-8-carboxamide C(C)(=O)N1CCN(CC1)N(C(=O)C1=CC=2C3=C(C(=NC2C=C1)N)C=NN3C)CC3=NC=C(C=C3)C(F)(F)F